CC(=O)NS(=O)(=O)C1=CC=C(C=C1)N The molecule is a sulfonamide that is sulfanilamide acylated on the sulfonamide nitrogen. It has a role as an antimicrobial agent, an antiinfective agent, an EC 2.5.1.15 (dihydropteroate synthase) inhibitor and an antibacterial drug. It is a substituted aniline and a N-sulfonylcarboxamide. It derives from a sulfanilamide. It is a conjugate acid of a sulfacetamide(1-).